BrC1=NC=CC(=C1)CN1C[C@@H](CCC1)NS(=O)(=O)C=C (R)-N-(1-((2-bromopyridin-4-yl)methyl)piperidin-3-yl)ethenesulfonamide